Cl.NC=1C=C(C(=NC1)C)C=1N2C(SC1C=1C(=NN(C1)C)C)=C(C=N2)C(=O)N (5-amino-2-methylpyridin-3-yl)-2-(1,3-dimethyl-1H-pyrazol-4-yl)pyrazolo[5,1-b]thiazole-7-carboxamide hydrochloride